2-(±)-Ethyl 2-[4-[3-[tert-butylsulfinyl(2-trimethylsilylethoxymethyl)amino]oxetan-3-yl]-3-chloro-phenyl]acetate C(C)(C)(C)[S@@](=O)N(C1(COC1)C1=C(C=C(C=C1)CC(=O)OCC)Cl)COCC[Si](C)(C)C |r|